CC(OC(NCCOCCOCCNC(OCC1=CC=C(C=C1)NC([C@H](CCCNC(=O)N)NC([C@H](C(C)C)NC(OC)=O)=O)=O)=O)=O)(C)C methyl ((S)-1-(((S)-1-((4-(16,16-dimethyl-3,14-dioxo-2,7,10,15-tetraoxa-4,13-diazaheptadecyl)phenyl)amino)-1-oxo-5-ureidopentan-2-yl)amino)-3-methyl-1-oxobutan-2-yl)carbamate